ClC(=C1CC=C(C=C1)C1=CC=CC=C1)Cl 4'-dichloromethylene-biphenyl